C1CC12CCN(CC2)C2=C(C(=O)NC1=C3CCC4(CC3=CC=C1)CC4)C=CC(=C2)I 2-{6-azaspiro[2.5]octane-6-yl}-N-{3',4'-dihydro-1'H-spiro[cyclopropane-1,2'-Naphthalene]-5'-yl}-4-iodobenzamide